FC1=C(C=CC=C1)C1(CC1)C=O (2-fluorophenyl)cyclopropane-1-carbaldehyde